(1R,2S)-7-chloro-2,3-dihydro-1H-inden-1,2-diyl dicarbamate C(N)(O[C@H]1[C@H](CC2=CC=CC(=C12)Cl)OC(N)=O)=O